4-(1-Ethyl-1H-pyrazol-4-yl)-N-(5-fluoropyridin-2-yl)-5-methylpicolinamide C(C)N1N=CC(=C1)C1=CC(=NC=C1C)C(=O)NC1=NC=C(C=C1)F